COC(=O)C1(CCC2(C(=CC3=CC(=C(C=C23)COC)F)C[C@H](COCC2=CC=C(C=C2)OC)C)CC1)NC1=CC(=CC=C1)Cl (1R,4R)-4-(3-Chloroanilino)-5'-fluoro-6'-(methoxymethyl)-2'-{(2R)-3-[(4-methoxyphenyl)methoxy]-2-methylpropyl}spiro[cyclohexane-1,1'-indene]-4-carboxylic acid methyl ester